FC1=C(CN2C(N(N=C2)C2=CC=C(C=C2)OC2=C(C(=NC=C2)N2CC3(C2)CCOCC3)F)=O)C(=CC=C1)F 4-(2,6-difluorobenzyl)-2-(4-((3-fluoro-2-(7-oxa-2-azaspiro[3.5]nonan-2-yl)pyridin-4-yl)oxy)phenyl)-2,4-dihydro-3H-1,2,4-triazol-3-one